tert-butyl (5Z)-5-[(R)-tert-butylsulfinyl]imino-2-(tetrahydropyran-2-yloxymethyl)spiro[7H-cyclopenta[b]pyridine-6,4'-piperidine]-1'-carboxylate C(C)(C)(C)[S@@](=O)\N=C\1/C=2C(=NC(=CC2)COC2OCCCC2)CC12CCN(CC2)C(=O)OC(C)(C)C